ClC=1C=NC(=NC1)N1CCC(CC1)CCCOC1=CC(=C(C=C1)CC(=O)NCCC(=O)NC(CO)CO)F 3-[[2-[4-[3-[1-(5-chloropyrimidin-2-yl)-4-piperidyl]propoxy]-2-fluoro-phenyl]acetyl]amino]-N-[2-hydroxy-1-(hydroxymethyl)ethyl]propanamide